CN([C@@H]1CC[C@@H](CC1)C1=NOC[C@H](O1)CN1CCCCC1)C |o1:2,5,12| rac-rel-cis-(1S,4S)-N,N-dimethyl-4-(5-(piperidin-1-ylmethyl)-5,6-dihydro-1,4,2-dioxazin-3-yl)cyclohexane-1-amine